N-Ethylisopropylamine C(C)NC(C)C